(S)-(3-aminopiperidin-1-yl)(3,4-dichloro-5-fluoro-1H-indol-2-yl)methanone N[C@@H]1CN(CCC1)C(=O)C=1NC2=CC=C(C(=C2C1Cl)Cl)F